methyl 2-[1-(6-methyl-4-oxo-2-phenyl-chromen-8-yl)ethylamino]benzoate CC=1C=C2C(C=C(OC2=C(C1)C(C)NC1=C(C(=O)OC)C=CC=C1)C1=CC=CC=C1)=O